Niobium-Zirconium [Zr].[Nb]